N-(2-(dimethylamino)-2-phenylethyl)-1-(3-(4-methoxyphenyl)-1,2,4-oxadiazol-5-yl)piperidine-4-carboxamide hemiformate C(=O)O.CN(C(CNC(=O)C1CCN(CC1)C1=NC(=NO1)C1=CC=C(C=C1)OC)C1=CC=CC=C1)C.CN(C)C(CNC(=O)C1CCN(CC1)C1=NC(=NO1)C1=CC=C(C=C1)OC)C1=CC=CC=C1